4-(3-bromo-4,5-dihydroisoxazole-5-carbonyl)piperazine-1-carboxylic acid tert-butyl ester C(C)(C)(C)OC(=O)N1CCN(CC1)C(=O)C1CC(=NO1)Br